7-[(trans)-2-methyloxetan-3-yl]-2-[[1-methyl-3-(oxetan-3-yloxy)pyrazol-4-yl]amino]pyrrolo[2,3-d]pyrimidine-6-carbonitrile C[C@@H]1OC[C@H]1N1C(=CC2=C1N=C(N=C2)NC=2C(=NN(C2)C)OC2COC2)C#N